O[B-]1([C@H]2C[C@H]2C2=CC=C(C(=C2O1)C(=O)O)OC1CN(C1)C([C@](N)(CO)C)=O)O (2R,4S)-5,5-dihydroxy-9-[1-(2-methyl-D-seryl)azetidin-3-yl]oxy-6-oxa-5-boranuidatricyclo[5.4.0.02,4]undeca-1(11),7,9-triene-8-carboxylic acid